2,2-difluoro-2-(pyridin-2-ylthio)ethan-1-ol FC(CO)(SC1=NC=CC=C1)F